methyl-5-(pyrrolo[2,1-f][1,2,4]triazin-2-yl)aniline CNC1=CC=CC(=C1)C1=NN2C(C=N1)=CC=C2